O1N=C(C2=C1C=CC=C2)C2=C(C=CC=C2)[C@H](CC2=NC(=CC(=C2F)[Si](C)(C)C)C#N)N[S@@](=O)C(C)(C)C (S)-N-{(S)-1-[2-(benzo[d]isoxazol-3-yl)phenyl]-2-[6-cyano-3-fluoro-4-(trimethylsilyl)pyridine-2-yl]ethyl}-2-methylpropane-2-sulfinamide